3-[dodecyl(dimethyl)ammonio]-2-hydroxypropane-1-sulfonate C(CCCCCCCCCCC)[N+](CC(CS(=O)(=O)[O-])O)(C)C